ClC1=CC=C(C=C1)C1=C(N=C(N1)C1=CC=C(C=C1)OC1=CC=C(C=C1)C(F)(F)F)C 5-(4-chlorophenyl)-4-methyl-2-(4-(4-(trifluoromethyl)phenoxy)phenyl)-1H-imidazole